5-(3-acetamidobut-1-ynyl)-2-(4-propyloxyphenoxy)thiazole C(C)(=O)NC(C#CC1=CN=C(S1)OC1=CC=C(C=C1)OCCC)C